C(CCC(=O)OCOC1=C2C(=CNC2=CC=C1)CCN(C)C)(=O)OC(C)(C)C tert-Butyl {3-[2-(dimethylamino)ethyl]-4-indolyloxy}methyl succinate